C(CCCCCC(C)C)C1=CC=CC=C1 p-isononyl-benzene